1,3,5-tris(3,4-dimethylbenzoylamino)benzene CC=1C=C(C(=O)NC2=CC(=CC(=C2)NC(C2=CC(=C(C=C2)C)C)=O)NC(C2=CC(=C(C=C2)C)C)=O)C=CC1C